CCCCC=C hexacarbene